(3,8-diazabicyclo[3.2.1]octan-3-yl)(6-(2-hydroxy-4-(1H-pyrazol-4-yl)phenyl)pyridazin-3-yl)methanone C12CN(CC(CC1)N2)C(=O)C=2N=NC(=CC2)C2=C(C=C(C=C2)C=2C=NNC2)O